C(C)(C)C1=C(C(=CC=C1)C(C)C)N1C(N(CC1)C1=C(C=CC=C1C(C)C)C(C)C)=[Ag]C(F)F [1,3-Bis[2,6-bis(i-propyl)phenyl]-2-imidazolidinylidene]difluoromethylsilver